3-((2S)-2-hydroxy-3-(8-(4'-(trifluoromethyl)biphenyl-4-ylsulfonyl)-1-oxa-8-azaspiro[4.5]dec-3-ylamino)propoxy)-N-methylbenzenesulfonamide O[C@H](COC=1C=C(C=CC1)S(=O)(=O)NC)CNC1COC2(C1)CCN(CC2)S(=O)(=O)C2=CC=C(C=C2)C2=CC=C(C=C2)C(F)(F)F